COCC(=O)O.CCCCCCC=CCCC undec-7-ene methoxyacetate